NC1=NC(=NC(=C1C=O)C1=C(C=C(C=C1)F)F)[C@@H]1C[C@@H](OCC1)C1=CNC(C=C1)=O 4-amino-6-(2,4-difluorophenyl)-2-[(2R,4S)-2-(6-oxo-1H-pyridin-3-yl)tetrahydropyran-4-yl]pyrimidine-5-carbaldehyde